C(CCCCCCC)SCC=1C(=C(C(=CC1)C)O)CSCCCCCCCC bis[(octylthio)methyl]-6-methylphenol